C1OC2=C(O1)C=C(C=C2)CC(CO)O 2',3'-dihydro-2',3'-dihydroxysafrole